8-amino-11-oxa-3,7-diazatricyclo[7.3.0.02,6]dodeca-1(9),2(6),4,7-tetraene-4-carboxylic acid ethyl ester C(C)OC(=O)C=1NC=2C=3COCC3C(=NC2C1)N